C=1(C(=CC=C2C=CC=CC12)O)C1=CC=CC2=CC=CC=C12 r-binaphthol